NC1=NC=CC(=C1C#C)OC1=C(C=C(C=C1F)NC(=O)C=1C=NN(C1C(F)(F)F)C1=NC=CC=N1)F N-(4-((2-amino-3-ethynylpyridin-4-yl)oxy)-3,5-difluorophenyl)-1-(pyrimidin-2-yl)-5-(Trifluoromethyl)-1H-pyrazole-4-carboxamide